OC1=C(C=CC(=C1)O)C(C(C)C)=O (2,4-dihydroxyphenyl)-2-methyl-1-propanone